1,4-dihexyloxynaphthalene C(CCCCC)OC1=CC=C(C2=CC=CC=C12)OCCCCCC